tetrahydro-1H-1λ6-thiophene-1-oxide [SH2]1(CCCC1)=O